tert-Butyl 4-[3-cyclopropyl-4-(trifluoromethyl)phenoxy]piperidine-1-carboxylate C1(CC1)C=1C=C(OC2CCN(CC2)C(=O)OC(C)(C)C)C=CC1C(F)(F)F